3-benzothiophene azide [N-]=[N+]=[N-].S1C=CC2=C1C=CC=C2